FC(OC=1C=C(C=CC1)C=1C(=C2N(N1)CCC2)C=2C=CC1=C(C=NS1)C2)(F)F 5-(2-(3-Trifluoromethoxyphenyl)-5,6-dihydro-4H-pyrrolo[1,2-b]pyrazol-3-yl)benzo[d]isothiazole